hexafluoro-2-methylisopropanol CC(C(F)(F)F)(C(F)(F)F)O